1-(2-bromoacetoxy)pyrrolidine-2,5-dione BrCC(=O)ON1C(CCC1=O)=O